OC1=CC(=C(CNC(COC(CCCCC)=O)=O)C=C1OC)I hexanoic acid 2-((4-hydroxy-2-iodo-5-methoxybenzyl) amino)-2-oxoethyl ester